ClC1=NC(=C2N=CN(C2=N1)[C@@H]1O[C@@H]([C@H]([C@H]1O)O)CO)N1CC(CCC1)C1=CC=CC=C1 (2R,3R,4S,5R)-2-[2-chloro-6-(3-phenyl-1-piperidyl)purin-9-yl]-5-(hydroxymethyl)tetrahydrofuran-3,4-diol